3-Bromopentane BrC(CC)CC